Cl.CC1=NOC2=C1C=NC(=C2)[C@@H](C)N (R)-1-(3-methylisoxazolo[4,5-c]pyridin-6-yl)ethan-1-amine hydrochloride